tris(n-propoxy)vinyltin C(CC)OC(=C(OCCC)OCCC)[Sn]